FC=1C=C(C=CC1F)C1=C(C(=O)OCC)C(=CC(=N1)C1=CC=CC=C1)C1=CC=CC=C1 ethyl 2-(3,4-difluorophenyl)-4,6-diphenylnicotinate